(3aR,4S,7S,8R,8aR)-8-azido-4-(methoxymethyl)-2,2-dimethylhexahydro-4,7-epoxy[1,3]dioxolo[4,5-d]oxepine N(=[N+]=[N-])[C@H]1[C@H]2OC[C@@]([C@H]3[C@@H]1OC(O3)(C)C)(O2)COC